BUTYL-(3-ISOCYANO-PROPYL)-(1-ISOCYANO-PROPYL)-AMINE C(CCC)N(C(CC)[N+]#[C-])CCC[N+]#[C-]